N1=NCNC(=C1)CC(=O)N 1,2,4-TRIAZIN-5(4H)-ACETAMIDE